6-(difluoromethoxy)pyridine-3,4-diamine FC(OC1=CC(=C(C=N1)N)N)F